CC1=CN=C(S1)SCCC 3-((5-methylthiazol-2-yl)thio)propane